C(CCCCCCCCC=C)(=O)OCCCCCCC 10-Undecenoic acid, heptyl ester